C(C)N(CCCN1C(=CN2C1SC1=C2C=CC=C1)C1=CC=C(C=C1)CO)CC N-(3-(diethylamino)propyl)-2-(4-(hydroxymethyl)phenyl)benzo[d]imidazo[2,1-b]thiazole